C1CC12CCN(CC2)CC21C[C@H](N(C1C2)C(CN2N=C(C1=CC(=CC=C21)C=2C=NC(=NC2)C)C(C)=O)=O)C(=O)NC2=NC(=CC=C2C)Br (3S)-5-(6-azaspiro[2.5]octan-6-ylmethyl)-2-(2-(3-acetyl-5-(2-methylpyrimidin-5-yl)-1H-indazol-1-yl)acetyl)-N-(6-bromo-3-methylpyridin-2-yl)-2-azabicyclo[3.1.0]hexane-3-carboxamide